C(C)(C)OC=1C=CC(=NC1)C1=NSC(=N1)NC1=NC=C(C(=O)O)C=C1C(C)C 6-((3-(5-isopropoxypyridin-2-yl)-1,2,4-thiadiazol-5-yl)amino)-5-isopropylnicotinic acid